N-(1-methylpiperidin-4-yl)piperidine CN1CCC(CC1)N1CCCCC1